FC1(C(C1)C(C)=O)F (2,2-difluorocyclopropyl)ethanone